FC1=C(C(=CC2=C1N=CS2)F)NC2=C1C(=NC=C2F)SC(=C1)[C@@H]1[C@@H](NCCC1)C 4,6-Difluoro-N-(5-fluoro-2-((2S,3S)-2-methylpiperidin-3-yl)thieno[2,3-b]pyridin-4-yl)benzo[d]thiazol-5-amine